ClC1=NC(=NC(=N1)C1=CC=CC=C1)C=1SC=CC1 2-chloro-4-phenyl-6-(thiophene-2-yl)-1,3,5-triazine